COC(C(=O)O)OO 2-methoxy-2-hydroperoxyacetic acid